COC=1C(=NC=CC1)[C@@H]1[C@H](O[C@@]([C@@H]1C)(C(F)(F)F)C)C(=O)NC1=CC(=NC=C1)C(=O)N |o1:8,9,11,12| rel-(2S,3R,4R,5S)-4-[[3-(3-methoxy-2-pyridyl)-4,5-dimethyl-5-(trifluoromethyl)tetrahydrofuran-2-carbonyl]amino]pyridine-2-carboxamide